1-(4-cyano-3-methoxyphenyl)piperidine-4-carboxylic acid C(#N)C1=C(C=C(C=C1)N1CCC(CC1)C(=O)O)OC